COC(=O)C=1C=C2[C@@H]([C@@H](COC2=CC1)COC)O (3R,4R)-4-hydroxy-3-(methoxymethyl)chroman-6-carboxylic acid methyl ester